ClC=1C=CC(=C(C1)C1=CC(N(C=C1OC)C(C(=O)NC1=CC=C(C(=O)OC(C)(C)C)C=C1)CCOC)=O)C1=NOCC1 tert-Butyl 4-[(2-{4-[5-chloro-2-(4,5-dihydro-1,2-oxazol-3-yl)phenyl]-5-methoxy-2-oxopyridin-1(2H)-yl}-4-methoxybutanoyl)amino]benzoate